2-(chloromethyl)-5-(trifluoromethyl)-1,3-benzothiazole ClCC=1SC2=C(N1)C=C(C=C2)C(F)(F)F